N-(1,3-Benzodioxol-5-ylmethyl)-4-benzofuro[3,2-d]pyrimidin-4-yl-1-piperazinecarbothioamide O1COC2=C1C=CC(=C2)CNC(=S)N2CCN(CC2)C=2C1=C(N=CN2)C2=C(O1)C=CC=C2